NC=1C=C(C=C2C=C(N=NC12)NC(=O)C1C(C1)F)C=1C=NN(C1)C N-(8-Amino-6-(1-methyl-1H-pyrazol-4-yl)cinnolin-3-yl)-2-fluorocyclopropanecarboxamide